Oxysulfid O=S